(±)-trans-tert-butyl 3-(2-bromo-4-(methoxycarbonyl)phenoxy)-4-hydroxypyrrolidine-1-carboxylate BrC1=C(O[C@@H]2CN(C[C@H]2O)C(=O)OC(C)(C)C)C=CC(=C1)C(=O)OC |r|